benzyl-5-(furan-3-yl)-3-(oct-4-en-4-yl)pyridin-2(1H)-one C(C1=CC=CC=C1)N1C(C(=CC(=C1)C1=COC=C1)C(CCC)=CCCC)=O